(2-chlorooxazol-5-yl)methanol ClC=1OC(=CN1)CO